4-(4-{6-Chloro-7-[(1-ethylpiperidin-4-yl)amino]-3H-imidazo[4,5-b]pyridin-2-yl}phenyl)-1-(2-methoxyethyl)piperazin-2-one ClC=1C(=C2C(=NC1)NC(=N2)C2=CC=C(C=C2)N2CC(N(CC2)CCOC)=O)NC2CCN(CC2)CC